CC(C[C@@H](C(=O)N[C@H](C(=O)[O-])C[C@H]1C(NCC1)=O)NS(=O)(=O)C1=CC2=CC=CC=C2C=C1)C (2S)-2-[[(2S)-4-methyl-2-(2-naphthylsulfonylamino)pentanoyl]amino]-3-[(3S)-2-oxopyrrolidin-3-yl]propanoate